4-((4-(3-(3-(2-(2,6-dioxopiperidin-3-yl)-1,3-dioxoisoindolin-4-yl)propoxy)propanoyl)piperazin-1-yl)methyl)-N-(4-methyl-3-((4-(pyridin-3-yl)pyrimidin-2-yl)amino)phenyl)benzamide O=C1NC(CCC1N1C(C2=CC=CC(=C2C1=O)CCCOCCC(=O)N1CCN(CC1)CC1=CC=C(C(=O)NC2=CC(=C(C=C2)C)NC2=NC=CC(=N2)C=2C=NC=CC2)C=C1)=O)=O